COC1=CC=C(C=C1)C1=NNC2=NC=C(C=C21)C2=CC=C(C=C2)NC(=O)N 1-(4-(3-(4-methoxyphenyl)-1H-pyrazolo[3,4-b]pyridin-5-yl)phenyl)urea